C1CCC2=C(C=3CCCC3C=C12)NC(=O)NS(=O)(=O)C=CC1(NCCC1)C N-((1,2,3,5,6,7-hexahydro-s-indacen-4-yl)carbamoyl)-2-(2-methylpyrrolidin-2-yl)ethene-1-sulfonamide